ClC=1C(=C(C=CC1)NC1=NC=NC2=CC=C(C=C12)C12CN(CC2C1)C(=O)OCC1=CC=CC=C1)F Benzyl 1-(4-((3-chloro-2-fluorophenyl)amino)quinazolin-6-yl)-3-azabicyclo[3.1.0]hexane-3-carboxylate